(3S,4S)-tert-butyl 3-((6-(6-(2,2-difluoroethoxy)imidazo[1,2-a]pyrazin-3-yl)pyridin-2-yl)amino)-4-fluoropyrrolidine-1-carboxylate FC(COC=1N=CC=2N(C1)C(=CN2)C2=CC=CC(=N2)N[C@H]2CN(C[C@@H]2F)C(=O)OC(C)(C)C)F